C(C)OC(CC(=O)C1=CC=C(C=C1)C#N)=O 3-(4-cyanophenyl)-3-oxopropanoic acid ethyl ester